(3-(5-(2-((4-(1-((1-(4-(2,6-dioxopiperidin-3-yl)phenyl)piperidin-4-yl)methyl)piperidin-4-yl)phenyl)amino)pyrimidin-4-yl)-2-methylthiazol-4-yl)-2-fluorophenyl)propane-1-sulfonamide O=C1NC(CCC1C1=CC=C(C=C1)N1CCC(CC1)CN1CCC(CC1)C1=CC=C(C=C1)NC1=NC=CC(=N1)C1=C(N=C(S1)C)C=1C(=C(C=CC1)C(CC)S(=O)(=O)N)F)=O